C(C)(C)(C)OC(=O)N1[C@H](CN(C[C@H]1C)C1=NC=C(N=C1)NC(=O)C1=CC=2N(C=C1OCC)N=C(C2)C)C (2S,6R)-4-(5-(6-ethoxy-2-methylpyrazolo[1,5-a]pyridine-5-carboxamido)pyrazin-2-yl)-2,6-dimethylpiperazine-1-carboxylic acid tert-butyl ester